4-(2-(pyrrolidin-1-yl)-4-(trifluoromethyl)benzyl)piperazine-1-carboxylate mono-hydrochloride salt Cl.N1(CCCC1)C1=C(CN2CCN(CC2)C(=O)O)C=CC(=C1)C(F)(F)F